NC1=CC(=CC=2CCOC21)S(=O)(=O)N2CCN(CC2)C(=O)OC(C)(C)C tert-butyl 4-[(7-amino-2,3-dihydrobenzofuran-5-yl)sulfonyl]piperazine-1-carboxylate